3,5-DIMETHYL-1H-PYRAZOL-4-YLBORONIC ACID HYDROCHLORIDE Cl.CC1=NNC(=C1B(O)O)C